C(C)(C)NCCOC=1C=CC(=C(C(=O)NC2(CC2)C2=CC=CC3=CC=CC=C23)C1)C 5-(2-(Isopropylamino)ethoxy)-2-methyl-N-(1-(naphthalen-1-yl)cyclopropyl)benzamide